(S)-1-(2-((S)-4-(difluoromethyl)-2-carbonyloxazolidin-3-yl)-5,6-dihydrobenzo[f]pyrazolo[1,5-d][1,4]oxazepin-9-yl)pyrrolidine-2-carboxamide FC([C@H]1N(C(OC1)=C=O)C1=NN2CCOC3=C(C2=C1)C=CC(=C3)N3[C@@H](CCC3)C(=O)N)F